ClC=1C=C(C=CC1C(=O)N1CCN(CC1)C(CCNC)=O)NC(=O)C=1N(C(=CN1)C1=C(C(=C(C=C1)OC)F)F)C N-[3-Chloro-4-[4-[3-(methylamino)propanoyl]piperazine-1-carbonyl]phenyl]-5-(2,3-difluoro-4-methoxy-phenyl)-1-methyl-imidazole-2-carboxamide